3-[[2-[5-[(3-Methyloxetan-3-yl)methoxy]benzimidazol-1-yl]-8-quinolinyl]oxy]azetidine-1-carboxylic acid tert-butyl ester C(C)(C)(C)OC(=O)N1CC(C1)OC=1C=CC=C2C=CC(=NC12)N1C=NC2=C1C=CC(=C2)OCC2(COC2)C